C1(CC1)S(=O)(=O)NC1=CC(=NC=C1)[C@H](CC)NC(C1=C(C=C(C=C1)C1=NC(=CN=C1)OCC)F)=O N-[(1S)-1-(4-cyclopropanesulfonamidopyridin-2-yl)propyl]-4-(6-ethoxypyrazin-2-yl)-2-fluorobenzamide